2-[(trifluoromethyl)amino]propan-1-ol formate C(=O)OCC(C)NC(F)(F)F